N1(CCC1)CC1(CC1)NC(C(C)OC1=C(C=C(C=C1)Cl)Cl)=O N-(1-(azetidin-1-ylmethyl)cyclopropyl)-2-(2,4-dichlorophenoxy)propanamide